FC(C(=O)[O-])(F)F.C(=O)(O)C[NH+](CC1=CC(=CC(=C1)C=1N=NC=NN1)F)CC(=O)O 1-Carboxy-N-(carboxymethyl)-N-(3-fluoro-5-(1,2,4,5-tetrazin-3-yl)benzyl)methanaminium 2,2,2-trifluoroacetate